COC(=O)C=1C=C2C(C(N(C2=C(C1)Br)C(C)C)C=O)CC=O 7-bromo-2-formyl-1-isopropyl-3-(2-oxoethyl)indoline-5-carboxylic acid methyl ester